N-[tris(trimethylsilyloxy)-silylpropyl]acrylamide C[Si](OC(CC([SiH3])(O[Si](C)(C)C)O[Si](C)(C)C)NC(C=C)=O)(C)C